3-BENZYLPYRIDIN-2-AMINE C(C1=CC=CC=C1)C=1C(=NC=CC1)N